4-((8-Fluoroisoquinolin-5-yl)amino)piperidine-1-carboxylic acid tert-butyl ester C(C)(C)(C)OC(=O)N1CCC(CC1)NC1=C2C=CN=CC2=C(C=C1)F